BrC1=CC=C(S1)CCO 2-(5-bromothiophen-2-yl)ethanol